(1S,4R)-1-ethyl-N-(4-((S)-1-(2-methyl-1H-imidazol-1-yl)ethyl)phenyl)-2-oxabicyclo[2.2.1]heptane-4-carboxamide C(C)[C@]12OC[C@@](CC1)(C2)C(=O)NC2=CC=C(C=C2)[C@H](C)N2C(=NC=C2)C